[3-(2-[[3-Fluoro-4-(4-methylpiperazin-1-yl)phenyl]amino]-5-methyl-7H-pyrrolo[2,3-d]pyrimidin-4-yl)phenyl]acetonitrile FC=1C=C(C=CC1N1CCN(CC1)C)NC=1N=C(C2=C(N1)NC=C2C)C=2C=C(C=CC2)CC#N